1,4-dihydroxyethylcyclohexane OC(C)C1CCC(CC1)O